ClC1=NN2C(C(=NC(=C2)C=2C=C(C#N)C=CC2)Cl)=C1 3-(2,4-dichloropyrazolo[1,5-a]pyrazin-6-yl)benzonitrile